OCC(C1=CC=CC=C1)N1C2=C(OCC1)C=CC(=C2)NC(=O)NC2=CC=C1C=CNC1=C2 4-(2-Hydroxy-1-phenylethyl)-3,4-dihydro-2H-benzo[b][1,4]oxazin-6-yl-3-(1H-indol-6-yl)urea